FC(C)(C)C1=NC=CC(=N1)O 2-(2-fluoroprop-2-yl)pyrimidin-4-ol